[Si](C1=CC=CC=C1)(C1=CC=CC=C1)(C(C)(C)C)OCCCCC[C@H](CC(=O)OC(C)(C)C)O tert-butyl (R)-8-((tert-butyldiphenylsilyl)oxy)-3-hydroxyoctanoate